CC(C(=O)N1C[C@@H](N(C[C@H]1C)C(C(=O)NC1=C2C(=CN=C1)NN=C2)=O)C2=CC=C(C=C2)F)(C)C 2-[(2S,5R)-4-(2,2-dimethylpropanoyl)-2-(4-fluorophenyl)-5-methyl-piperazin-1-yl]-2-oxo-N-(1H-pyrazolo[3,4-c]pyridin-4-yl)acetamide